Acetylserin C(C)(=O)N[C@@H](CO)C(=O)O